Ribose Tetrabutyrate C(CCC)(=O)O[C@@H](C=O)[C@H](OC(CCC)=O)[C@H](OC(CCC)=O)COC(CCC)=O